N1=C(C(=C(C2=CC=CC=C12)C(=O)O)C(=O)O)C1=NC2=CC=CC=C2C=C1 biquinolinedicarboxylic acid